OC[C@H]1CN(C(O1)=O)C (5R)-5-(hydroxymethyl)-3-methyl-1,3-oxazolidin-2-one